5-(2,2,2-trifluoroethoxy)-N-((8endo)-3-(2-(trifluoromethyl)pyridin-4-yl)-3-azabicyclo[3.2.1]octan-8-yl)-[1,2,4]triazolo[1,5-a]pyridin-2-amine FC(COC1=CC=CC=2N1N=C(N2)NC2C1CN(CC2CC1)C1=CC(=NC=C1)C(F)(F)F)(F)F